FC(C(=O)O)(F)F.C(C)OC=1C(=CC=2N(C1)N=C(C2)C)NC(=O)N2CCC=1C2=NC=CC1N1CCNCC1 N-(6-ethoxy-2-methylpyrazolo[1,5-a]pyridin-5-yl)-4-(piperazin-1-yl)-2,3-dihydro-1H-pyrrolo[2,3-b]pyridine-1-carboxamide 2,2,2-trifluoroacetate